2-(4-chlorophenoxy)-N-[1-[5-[3-cis-(trifluoromethoxy)cyclobutyl]-1,3,4-oxadiazol-2-yl]-2-oxabicyclo[2.2.2]oct-4-yl]acetamide ClC1=CC=C(OCC(=O)NC23COC(CC2)(CC3)C=3OC(=NN3)C3(CCC3)OC(F)(F)F)C=C1